3-Methyl-5-(N-(4-(trifluoromethoxy)benzyl)-N-phenethylsulfamoyl)benzofuran-2-carboxylic acid ethyl ester C(C)OC(=O)C=1OC2=C(C1C)C=C(C=C2)S(N(CCC2=CC=CC=C2)CC2=CC=C(C=C2)OC(F)(F)F)(=O)=O